CP(=O)(C1=C(C#N)C=CC=C1)C 2-(dimethylphosphinoyl)benzonitrile